O1C(CCCC1)OC1=CC=C(C(=O)O)C=C1 4-((tetrahydro-2H-pyran-2-yl)oxy)benzoic acid